bis[2-(2-methoxyethoxy)ethyl] hexanedioate C(CCCCC(=O)OCCOCCOC)(=O)OCCOCCOC